N-[(6-Amino-2-pyridyl)sulfonyl]-6-tetrahydropyran-3-yl-2-[(4S)-2,2,4-trimethylpyrrolidin-1-yl]pyridin-3-carboxamid NC1=CC=CC(=N1)S(=O)(=O)NC(=O)C=1C(=NC(=CC1)C1COCCC1)N1C(C[C@@H](C1)C)(C)C